3-diisopropylamino-3-(dimethylsiloxy)-1,1,5,5-tetramethyltrisiloxane C(C)(C)N([Si](O[SiH](C)C)(O[SiH](C)C)O[SiH](C)C)C(C)C